ClC1=NC=C(C(=C1)C1N(CCC12CCNCC2)C)C#CC=2C=NN(C2)C (2-chloro-5-((1-methyl-1H-pyrazol-4-yl)ethynyl)pyridin-4-yl)-2-methyl-2,8-diazaspiro[4.5]decane